N-(β-aminoethyl)-3-aminopropyltrimethoxysilane NCCNCCC[Si](OC)(OC)OC